FC1(CCC(CC1)C(=O)N1C[C@]2(CC1)C=C(C(C(C2)(C)C)=O)C#N)F (5R)-2-(4,4-difluorocyclohexane-1-carbonyl)-9,9-dimethyl-8-oxo-2-azaspiro[4.5]dec-6-ene-7-carbonitrile